5-[(2-amino-3-fluoropyridin-4-yl)methyl]-2-[4-(difluoromethylthio)-2-fluoroanilino]-3,4-difluorobenzoic acid methyl ester COC(C1=C(C(=C(C(=C1)CC1=C(C(=NC=C1)N)F)F)F)NC1=C(C=C(C=C1)SC(F)F)F)=O